C(C)S(=O)(=O)C1=C(SC2=C1C=CC(=C2)C(F)(F)F)C(=O)O 3-ethylsulfonyl-6-(trifluoromethyl)benzothiophene-2-carboxylic acid